O[C@H]1CC[C@@]2([C@H]3CC[C@@]4([C@H](CC[C@H]4[C@@H]3C[C@H]([C@H]2C1)O)[C@@H](CCC(=O)N1CCC(CC1)C)C)C)C (R)-4-((3S,5S,6R,8S,9S,10R,13R,14S,17R)-3,6-dihydroxy-10,13-dimethylhexadecahydro-1H-cyclopenta[a]phenanthren-17-yl)-1-(4-methylpiperidin-1-yl)pentan-1-one